The molecule is an organic heterobicyclic compound. It has a role as a mutagen. It derives from a cytosine. It derives from a hydride of an imidazo[1,2-c]pyrimidine. C1=CNC(=O)N2C1=NC=C2